FC(C1=CC=C(C=C1)N1CC2N(C3=C1N=CC=N3)CCN(C2)C(C=C)=O)(F)F 1-(5-(4-(trifluoromethyl)phenyl)-5,6,6a,7,9,10-hexahydro-8H-dipyrazino[1,2-a:2',3'-e]pyrazin-8-yl)prop-2-en-1-one